C1(=CC=CC=C1)NC(N)=O 3-phenyl-urea